OC1=NC=NC(=C1[C@@H](CC#N)C)O (R)-3-(4,6-dihydroxypyrimidin-5-yl)butyronitrile